(3R)-3-{[6-(methylcarbamoyl)pyridin-3-yl]methyl}pyrrolidine-1-carboxylic acid tert-butyl ester C(C)(C)(C)OC(=O)N1C[C@@H](CC1)CC=1C=NC(=CC1)C(NC)=O